(1aRS,7bSR)-5-[2-(4-ethyl-2-oxopiperazin-1-ylmethyl)-4-fluorobenzene-sulfonylamino]-1,1a,2,7b-tetrahydrocyclopropa[c]benzopyran-4-carboxylic acid C(C)N1CC(N(CC1)CC1=C(C=CC(=C1)F)S(=O)(=O)NC1=C(C2=C([C@@H]3[C@H](CO2)C3)C=C1)C(=O)O)=O |r|